Sodium (2-methylthiazol-4-yl)methanesulfonate CC=1SC=C(N1)CS(=O)(=O)[O-].[Na+]